[O-]S(=O)(=O)C(F)(F)F.C(CCCCCCCCCCC)C1=C(C=CC=C1)[I+]C1=C(C=CC=C1)CCCCCCCCCCCC Di-(dodecylphenyl)-iodonium triflat